N-((6-cyclopropylpyridin-3-yl)-methyl)propan-2-amine C1(CC1)C1=CC=C(C=N1)CNC(C)C